CN[C@@H](C(=O)[O-])C (2R)-2-(methylamino)propanoate